CC12C(=C3CCC1C3)C(=O)OC2=O methylbicyclo(2.2.1)heptene-2,3-dicarboxylic acid anhydride